CC1=CC2=C(S(N=C(O2)C2=CC=CC=C2)(=O)=O)C=C1 6-methyl-3-phenylbenzo[e][1,4,3]oxathiazine-1,1-dioxide